2-((tert-Butoxycarbonyl)(phenethyl)amino)acetic acid C(C)(C)(C)OC(=O)N(CC(=O)O)CCC1=CC=CC=C1